tert-butyl (R)-3-(4-(6-chloro-4-oxo-3,4-dihydro-7H-pyrrolo[2,3-d]pyrimidin-7-yl)phenyl)morpholine-4-carboxylate ClC1=CC2=C(N=CNC2=O)N1C1=CC=C(C=C1)[C@H]1N(CCOC1)C(=O)OC(C)(C)C